7-Fluoro-1,4,4-trimethyl-8-(1-methylsulfonyl-1H-indazol-4-yl)-9-(trifluoromethyl)-5H-[1,2,4]triazolo[4,3-a]quinoxaline FC=1C=C2NC(C=3N(C2=C(C1C1=C2C=NN(C2=CC=C1)S(=O)(=O)C)C(F)(F)F)C(=NN3)C)(C)C